C(CCCCCC\C=C/CCCCC)O (Z)-8-tetradecenol